C[C@@]12C[C@H](N([C@H]2C1)C(CNC(CCCOC1=CC=CC=C1)=O)=O)C(=O)N (1S,3S,5S)-5-methyl-2-((4-phenoxybutyryl)glycyl)-2-azabicyclo[3.1.0]hexane-3-carboxamide